ClC1=CC=C(C=C1)C1=NN2C(C=CC=C2)=C1C1=NC(=NC=C1)N[C@@H]1CN(CC1)C(=O)C1=CC=C(C=C1)NC(\C=C\CN(C)C)=O (S,E)-N-(4-(3-((4-(2-(4-chlorophenyl)pyrazolo[1,5-a]pyridin-3-yl)pyrimidin-2-yl)amino)pyrrolidine-1-carbonyl)phenyl)-4-(dimethylamino)but-2-enamide